6-((acryloyl)amino)hexanoic acid succinimidyl ester C1(CCC(N1OC(CCCCCNC(C=C)=O)=O)=O)=O